C(C)(C)(C)OC(=O)N(C=1C=CC(N(C1)CC(=O)OCC)=O)CCCCCCCCCCCN1C(C2=CC=CC=C2C1=O)=O ethyl 2-(5-((tert-butoxycarbonyl)(11-(1,3-dioxoisoindolin-2-yl) undecyl)amino)-2-oxopyridin-1(2H)-yl)acetate